tert-butyl hydrazine-carboxylate N(N)C(=O)OC(C)(C)C